BrC=1C(=C(N)C=C(C1)C(F)(F)F)I 3-bromo-2-iodo-5-(trifluoromethyl)aniline